ClC1=C(C=C(C=C1)NC(C)C=1N=NN(C1)C1=CC(=C(C(=O)N[C@@H](C)C(=O)O)C=C1)C)C (4-(4-(1-((4-chloro-3-methylphenyl)amino)ethyl)-1H-1,2,3-triazol-1-yl)-2-methylbenzoyl)-L-alanine